C(C)(=O)OCC(F)(F)C1=CC(=CC=C1)C(C)=NS(=O)C(C)(C)C 2-(3-(1-((tert-butylsulfinyl) imino) ethyl) phenyl)-2,2-difluoroethyl acetate